(2-(tert-Butyl)-6-chloro-1H-benzo[d]imidazol-1-yl)(phenyl)methanone C(C)(C)(C)C1=NC2=C(N1C(=O)C1=CC=CC=C1)C=C(C=C2)Cl